4-(4-((3-(3,3-dimethylmorpholino)azetidin-1-yl)methyl)-3-methylbenzylamino)-2-(2,6-dioxopiperidin-3-yl)isoindoline-1,3-dione CC1(COCCN1C1CN(C1)CC1=C(C=C(CNC2=C3C(N(C(C3=CC=C2)=O)C2C(NC(CC2)=O)=O)=O)C=C1)C)C